2-methyl-1,3-propanediol diacetoacetate C(CC(=O)C)(=O)OCC(COC(CC(=O)C)=O)C